N[C@@H](C)C(=O)OC[C@@H](C)NC(=O)C1=CC2=CC=CC(=C2C=C1)OC1=CC=C(C=C1)C(F)(F)F (R)-2-(5-(4-(trifluoromethyl)phenoxy)-2-naphthamido)propyl L-alaninate